Cl.C1(CC1)[C@@H]1N(C2=CC=C(C=C2[C@@H]([C@H]1C)NC1=CC=CC=C1)N1CCNCC1)C(C)=O |r| rac-1-((2S,3R,4R)-2-cyclopropyl-3-methyl-4-(phenylamino)-6-(piperazin-1-yl)-3,4-dihydroquinolin-1(2H)-yl)ethanone, hydrochloride